pentadecafluoroeicosane FC(C(C(C(C(C(C(F)(F)F)(F)F)(F)F)(F)F)(F)F)(F)F)(CCCCCCCCCCCCC)F